C(C1=CC=CC=C1)NC(C[N+]1(CCCCC1)CC(=O)NC1=C(SC=C1C)C(NCCO)=O)=O 1-(2-(benzylamino)-2-oxoethyl)-1-(2-((2-((2-hydroxyethyl)carbamoyl)-4-methylthiophen-3-yl)amino)-2-oxoethyl)piperidin-1-ium